N(C(=N)N)CCCCOC(C1=CC(=C(C(=C1)OC)O)OC)=O 3,5-dimethoxy-4-hydroxy-benzoic acid (4-guanidino)-1-butyl ester